1-naphthylacetic acid C1(=CC=CC2=CC=CC=C12)CC(=O)O